5-(5-methoxypyridin-3-yl)-1H-indole COC=1C=C(C=NC1)C=1C=C2C=CNC2=CC1